pyrrolo[3,2-e][1,2,4]triazolo[1,5-c]pyrimidin N1=CNN2C=NC=3C(=C21)C=CN3